C1(=CC=CC=C1)C=1SC2=C(N1)C=CC=C2 2-phenyl-1,3-benzothiazole